1-(5-tert-butyl-2H-pyrazol-3-yl)-3-{4-[5-(2-hydroxy-3-methoxy-propoxy)-benzimidazol-1-yl]-phenyl}-urea C(C)(C)(C)C=1C=C(NN1)NC(=O)NC1=CC=C(C=C1)N1C=NC2=C1C=CC(=C2)OCC(COC)O